3-benzoylhydantoin C(C1=CC=CC=C1)(=O)N1C(NCC1=O)=O